[N+](=O)([O-])C=1C=C(C=CC1)[C@@H]1[C@@H](CC1)C#N cis-2-(3-nitrophenyl)cyclobutane-1-carbonitrile